ClC=1C(=C(C=CC1)NC1=NC=CC2=C(C(=CC=C12)C)N1CN=CC2=CC(=CC=C12)C)F 1-(((3-chloro-2-fluorophenyl)amino)-6-methylisoquinolin-5-yl)-6-methylquinazoline